C(C)N(CC)CC=1C=C2C=CC(=CC2=CC1)OC(N(C1=CC=C(C=C1)C(=O)NO)C)=O {6-[(diethylamino)methyl]-2-naphthyl}methyl{4-[(hydroxyamino)carbonyl]phenyl}carbamate